C(C)(C)(C)N(C(CN1C(C2=CC=C(C=C2C1=O)C1=NC(=NC=C1Cl)NC1CCOCC1)CCO)=O)C N-(tert-butyl)-2-(5-(5-chloro-2-((oxacyclohex-4-yl)amino)pyrimidin-4-yl)-1-(2-hydroxyethyl)-3-oxoisoindolin-2-yl)-N-methylacetamide